N-(5-(4-(4,5-difluoro-2-(2-hydroxybut-2-yl)phenylamino)-1,3,5-triazin-2-ylamino)-2-((R)-3-(dimethylamino)pyrrolidin-1-yl)-4-methoxyphenyl)acrylamide FC1=CC(=C(C=C1F)NC1=NC(=NC=N1)NC=1C(=CC(=C(C1)NC(C=C)=O)N1C[C@@H](CC1)N(C)C)OC)C(C)(CC)O